ClC1=CC=C(C=C1)N1N=C2C=CC=CC2=C1 2-(4-chlorophenyl)indazole